O1CCN(CC1)C1=C2N=CNC2=NC=N1 6-morpholino-9H-purin